methanol acetate C(C)(=O)OC